N-[2-(2-furanyl)-2-(1-pyrrolidinyl)ethyl]tetrazolo[1,5-a]pyrazin-5-amine O1C(=CC=C1)C(CNC1=CN=CC=2N1N=NN2)N2CCCC2